[Na].C(C1=CC=CC=C1)C1=C(C=CC(=C1)Cl)O Ortho-benzyl-para-chlorophenol, sodium salt